FC1=CC2=C(C=CO2)C(=C1)N1CCN(CC1)CCC1=CC=C2C(CC(NC2=C1)=O)O 7-(2-(4-(6-fluorobenzofuran-4-yl)piperazin-1-yl)ethyl)-4-hydroxy-3,4-dihydroquinolin-2(1H)-one